2-amino-3-hydroxy-N'-[(2,3,4-trihydroxyphenyl)methyl]propanehydrazide NC(C(=O)NNCC1=C(C(=C(C=C1)O)O)O)CO